1-[2-(Benzoyloxy)ethyl]-2',5'-bis-O-[bis(4-methoxyphenyl)(phenyl)methyl]-3'-deoxy-3'-fluoroinosine C(C1=CC=CC=C1)(=O)OCCN1C(C=2N=CN([C@H]3[C@H](OC(C4=CC=CC=C4)(C4=CC=C(C=C4)OC)C4=CC=C(C=C4)OC)[C@@H]([C@@H](COC(C4=CC=CC=C4)(C4=CC=C(C=C4)OC)C4=CC=C(C=C4)OC)O3)F)C2N=C1)=O